((R)-6-(3-(trifluoromethoxy)phenyl)-2-azaspiro[3.4]octan-2-yl)methanone FC(OC=1C=C(C=CC1)[C@H]1CC2(CN(C2)C=O)CC1)(F)F